C(C1=CC=CC=C1)OC1(CN(C1)C(=O)OC(C)(C)C)C(=O)O 3-(benzyloxy)-1-(tert-butoxycarbonyl)azetidine-3-carboxylic acid